N-methyl-5-vinyltetrazole CN1N=NN=C1C=C